ClC1=CC=C(C=C1)ON=C(C1=C(C=CC=C1)/C(/C(=O)[O-])=C\OC)C (E)-2-{2-[(4-chlorophenyl)-methyloximinomethyl]-phenyl}-3-methoxyacrylate